NC1=NNC2=CC(=CC=C12)C(=O)N1CC2(C(N(C3=CC=CC(=C23)Br)CC(=O)NCC(F)(F)F)=O)C1 2-[1-(3-amino-1H-indazole-6-carbonyl)-4'-bromo-2'-oxospiro[azetidine-3,3'-indol]-1'-yl]-N-(2,2,2-trifluoroethyl)acetamide